C(C)(C)C1=C(NC2=CC=C(C=C12)OC1CCN(CC1)C)C=1C=C(C=2N(C1)N=CN2)OC 6-(3-isopropyl-5-((1-methylpiperidin-4-yl)oxy)-1H-indol-2-yl)-8-methoxy-[1,2,4]triazolo[1,5-a]pyridine